N[C@@H]1CC[C@H](CC1)NC1=NC=2N(C(=C1)NC1=CC(=CC=C1)F)N=CC2C2CC2 trans-N5-(4-aminocyclohexyl)-3-cyclopropyl-N7-(3-fluorophenyl)pyrazolo[1,5-a]pyrimidine-5,7-diamine